C(C)(C)(C)OC(=O)NC/C(/COC=1C=C2CCN(C(C2=CC1)=O)CP(O)(O)=O)=C\F [6-[(E)-2-[(tert-butoxycarbonylamino)methyl]-3-fluoro-allyl-oxy]-1-oxo-3,4-dihydroisoquinolin-2-yl]-methylphosphonic acid